NC1C2CCC(C2)C12CC(CCC2)C(=O)N rac-3-aminospiro[bicyclo[2.2.1]heptane-2,1'-cyclohexane]-3'-carboxamide